(1,1-diphenylethyl)hydrazine-1,2-dicarboxylic acid diisopropyl ester C(C)(C)OC(=O)N(NC(=O)OC(C)C)C(C)(C1=CC=CC=C1)C1=CC=CC=C1